1-[6-fluoro-1-(2-trimethylsilylethoxymethyl)indazol-5-yl]pyrazolo[3,4-d]pyrimidin-4-ol FC1=C(C=C2C=NN(C2=C1)COCC[Si](C)(C)C)N1N=CC=2C1=NC=NC2O